{3-[1-(2-nitrophenyl)-1H-pyrrol-2-yl]-allylidene}-aminoguanidinium tosylate S(=O)(=O)([O-])C1=CC=C(C)C=C1.[N+](=O)([O-])C1=C(C=CC=C1)N1C(=CC=C1)C=CC=[N+]=C(NN)N